O=C1CC[C@H]2[C@@H]3CCC=4C=C(C=CC4[C@H]3CC[C@]12C)O (8R,9S,13S,14S)-17-oxo-13-methyl-7,8,9,11,12,14,15,16-octahydro-6H-cyclopenta[a]phenanthrene-3-ol